4-(7-bromo-3-cyano-9,10-dihydro-4H-benzo[d]pyrazolo[1,5-a][1,3]diazepin-2-yl)-N-(4-(trifluoromethyl)pyridin-2-yl)benzamide BrC1=CC2=C(NC=3N(CC2)N=C(C3C#N)C3=CC=C(C(=O)NC2=NC=CC(=C2)C(F)(F)F)C=C3)C=C1